2-((3S,4R)-4-Hydroxy-3-((R)-5H-imidazo[5,1-a]isoindol-5-yl)piperidin-1-yl)acetonitril O[C@H]1[C@@H](CN(CC1)CC#N)[C@H]1N2C(C3=CC=CC=C13)=CN=C2